OCCC(C(=O)O)(C)CCO 2,2-bis(2-hydroxyethyl)propionic acid